Bis(2-(m-tolyl)-1H-indole-3-yl)methane C1(=CC(=CC=C1)C=1NC2=CC=CC=C2C1CC1=C(NC2=CC=CC=C12)C=1C=C(C=CC1)C)C